ClC=1C2=C(N=CN1)N(C1=C2N=C(C=N1)N1CCOCC1)C1=C(C(=CC=C1C)OC)C 4-(4-chloro-9-(3-methoxy-2,6-dimethylphenyl)-9H-pyrazino[2',3':4,5]pyrrolo[2,3-d]pyrimidin-6-yl)morpholine